2-(3,5-dichloropyridin-4-yl)-1-(3,4-dimethoxyphenyl)ethanol 2-Hydroxyethyl-(3-(3-fluoro-4-((2-isopropylimidazol-1-yl)methyl)phenyl)-5-isobutyl-2-thienyl)sulfonylcarbamate OCCN(C(=O)OC(CC1=C(C=NC=C1Cl)Cl)C1=CC(=C(C=C1)OC)OC)S(=O)(=O)C=1SC(=CC1C1=CC(=C(C=C1)CN1C(=NC=C1)C(C)C)F)CC(C)C